[Pd](Cl)Cl.C1(=CC=CC2=CC=CC=C12)C1=CC=CC2=CC=CC=C12 1,1'-binaphthyl palladium dichloride